1-ethylcyclopentadienyl-1,3-cyclohexadienyl-iridium (I) C(C)C1(C=CC=C1)C1=C(CCC=C1)[Ir]